[N-](S(=O)(=O)C(F)(F)F)S(=O)(=O)C(F)(F)F.[Cl-].C(CCC)[N+]1=CC=CC=C1.C(CCC)[N+]1=CC=CC=C1 1-Butylpyridinium chloride bis(trifluoromethanesulfonyl)imide